OC(CCCCC(=O)OCCCC(CCCCCCCCCC)CCCCCCCCCC)CCCCCCC 4-Decyltetradecyl 6-Hydroxytridecanoate